C(C(=C)C)(=O)O.CC1=C(C(=CC=C1)F)O methyl-2-hydroxy(3-fluorobenzene) methacrylate